C1=CC(=CC=C1C[C@@H](C(=O)O)NO)O The molecule is an L-tyrosine derivative obtained by replacement of one of the amino hydrogen by a hydroxy group. It is a N-hydroxy-alpha-amino-acid and a L-tyrosine derivative. It is a conjugate acid of a N-hydroxy-L-tyrosinate.